trimethylsilylphosphite C[Si](C)(C)OP([O-])[O-]